N-(7-(1-methyl-1H-imidazol-4-yl)-2-(3-(trifluoromethyl)phenyl)-1H-indol-5-yl)acrylamide CN1C=NC(=C1)C=1C=C(C=C2C=C(NC12)C1=CC(=CC=C1)C(F)(F)F)NC(C=C)=O